C[C@@H]([C@@H](CCCCCCC)O)O (2S,3R)-decane-2,3-diol